COC(=O)C1(CCN(CC1)C1=NC=C(C=C1)Br)NC(=O)OC(C)(C)C 1-(5-bromopyridin-2-yl)-4-((tert-butoxycarbonyl)amino)piperidine-4-carboxylic acid methyl ester